(R)-4-(2-(4-fluorophenyl)-1H-pyrrolo[2,3-b]pyridin-5-yl)-N-(1-hydroxybutan-2-yl)thiophene-2-carboxamide FC1=CC=C(C=C1)C1=CC=2C(=NC=C(C2)C=2C=C(SC2)C(=O)N[C@@H](CO)CC)N1